(1S,3S)-3-((2-methyl-6-(1-methyl-5-(((((1-methylcyclopropyl)methoxy)carbonyl)amino)methyl)-1H-1,2,3-triazol-4-yl)pyridin-3-yl)oxy)cyclohexane-1-carboxylic acid CC1=NC(=CC=C1O[C@@H]1C[C@H](CCC1)C(=O)O)C=1N=NN(C1CNC(=O)OCC1(CC1)C)C